COC=1C=C(CONC(=O)C2=NC(=CN=C2)C2=CC=C(C=C2)OCC)C=C(C1)OC N-((3,5-dimethoxybenzyl)oxy)-6-(4-ethoxyphenyl)pyrazine-2-carboxamide